N-(2-azaspiro[3.3]heptan-6-yl)-1-(m-tolyl)-1H-indazol-6-amine C1NCC12CC(C2)NC2=CC=C1C=NN(C1=C2)C=2C=C(C=CC2)C